C(C)(C)(C)OC(=O)N1CCC(CC1)C1=C(C=C2C(=NN(C2=C1)C)C1C(NC(CC1)=O)=O)C(F)(F)F tert-butyl-4-[3-(2,6-dioxo-3-piperidyl)-1-methyl-5-(trifluoromethyl)indazol-6-yl]piperidine-1-carboxylate